C(C1=CC=CC=C1)N1S(C(C(C2=C1C=C(C=C2)Cl)=O)C2=CC=CC=C2)(=O)=O 1-Benzyl-7-chloro-3-phenyl-1H-2,1-benzothiazin-4(3H)-on-2,2-dioxid